C(C)(C)(C)C=1C=C(CN(C(CN(S(=O)(=O)C2=C(C(=C(C(=C2F)F)F)F)F)CC=2C(=NC=CC2)C(F)(F)F)=O)C2=C(C=C(C(=O)O)C=C2)OC)C=C(C1)C1CC1 4-(N-(3-(tert-butyl)-5-cyclopropylbenzyl)-2-(N-((2-(trifluoromethyl)pyridin-3-yl)methyl)-(2,3,4,5,6-pentafluoro-phenyl)sulfonamido)acetamido)-3-methoxybenzoic acid